C(C)(C)(C)OC(=O)N1CC2(CC2)C(C1CC=1C=C(C=CC1)C1=CC=CC=C1)=O 6-([1,1'-biphenyl]-3-ylmethyl)-7-oxo-5-azaspiro[2.4]heptane-5-carboxylic acid tert-butyl ester